FC1=C(C=C(C=O)C=C1)OCCCOC 4-fluoro-3-(3-methoxypropoxy)benzaldehyde